N1=CC=NC2=CC(=CC=C12)C=CC(=O)C1=CC=C(C=C1)C(F)(F)F 3-(quinoxalin-6-yl)-1-(4-(trifluoromethyl)phenyl)prop-2-en-1-one